COC1=CC=C(CN2C[C@@H](C=CC2)CC(C(=O)O)(C)C)C=C1.NCCC(=O)N(C1=C(C=C(C=C1)C1=CC=C(C=N1)C(=O)NCC=1C(=NC=CC1)C)C)C 6-[4-[3-aminopropionyl-(methyl)amino]-3-methyl-phenyl]-N-[(2-methyl-3-pyridyl)methyl]pyridine-3-carboxamide (R)-1-(4-methoxybenzyl)-1,2,3,6-tetrahydropyridin-3-yl-pivalate